C(C1=CC=CC=C1)OC(=O)N[C@](C(=O)OC(C)C)(CC(C)(C)C)C=1C=C2C=CC=3N(C2=CC1)N=CC3C#N isopropyl (R)-2-(((benzyloxy) carbonyl) amino)-2-(3-cyanopyrazolo[1,5-a]quinolin-7-yl)-4,4-dimethylvalerate